OC(COC1=C(N)C=CC=C1)C 2-(2-hydroxyl-propoxy)-aniline